C1(CC1)[NH-] cyclopropylamid